gadolinium 2,2',2''-{10-[1-carboxy-2-{4-[2-(2-ethoxyethoxy)ethoxy]phenyl}ethyl]-1,4,7,10-tetraazacyclododecane-1,4,7-triyl}triacetate C(=O)(O)C(CC1=CC=C(C=C1)OCCOCCOCC)N1CCN(CCN(CCN(CC1)CC(=O)[O-])CC(=O)[O-])CC(=O)[O-].[Gd+3]